ClC1=CN=C2N1C=C(C=C2C(=O)[O-])C=C.[Li+] lithium 3-chloro-6-vinylimidazo[1,2-a]pyridine-8-carboxylate